bis(ethylene) chloride iridium (I) [Ir+].[Cl-].C=C.C=C